2,2,4-trimethyl-1,8-octanediamine CC(CN)(CC(CCCCN)C)C